tert-butyl 4-{2-bromo-4-[2-(tert-butoxy)-2-oxoethyl]-5-ethyl-7-oxo-[1,2,4]triazolo[1,5-a]pyrimidin-6-yl}piperazine-1-carboxylate BrC1=NN2C(N(C(=C(C2=O)N2CCN(CC2)C(=O)OC(C)(C)C)CC)CC(=O)OC(C)(C)C)=N1